FC=1C=C(C=CC1NC1=NC=C(C(=N1)C=1C=NN(C1)CC1(COC1)O)C(F)(F)F)S(=O)(=O)N 3-fluoro-4-((4-(1-((3-hydroxyoxetan-3-yl)methyl)-1H-pyrazol-4-yl)-5-(trifluoromethyl)pyrimidin-2-yl)amino)benzenesulfonamide